5-Chloro-2-(2,3,5-trichlorophenyl)oxazole-4-carbonitrile ClC1=C(N=C(O1)C1=C(C(=CC(=C1)Cl)Cl)Cl)C#N